NC1=NC=C(C2=C1C(=NN2C)C2=CC(=C(C=C2)NS(=O)(=O)C(F)F)O[C@@H](C)C2=CC=C(C=C2)F)C=2C=NN(C2)C(CO)(C)C (S)-N-(4-(4-amino-7-(1-(1-hydroxy-2-methylpropan-2-yl)-1H-pyrazol-4-yl)-1-methyl-1H-pyrazolo[4,3-c]pyridin-3-yl)-2-(1-(4-fluorophenyl)ethoxy)phenyl)-1,1-difluoromethanesulfonamide